4-(tert-butyl)-2-phenyl-2H-benzo[e][1,3]oxazin-3(4H)-ol C(C)(C)(C)C1N(C(OC2=C1C=CC=C2)C2=CC=CC=C2)O